N-(5-Cyano-4-(((S)-tetrahydrofuran-3-yl)amino)pyridin-2-yl)-7-formyl-6-(((R)-N-methyltetrahydrofuran-2-carboxamido)methyl)-3,4-dihydro-1,8-naphthyridin-1(2H)-carboxamide C(#N)C=1C(=CC(=NC1)NC(=O)N1CCCC2=CC(=C(N=C12)C=O)CN(C(=O)[C@@H]1OCCC1)C)N[C@@H]1COCC1